C(C1=CC=CC=C1)OC=1C=C(C2=CC=CC=C2C1)N1CC=2N=C(N=C(C2CC1)N1CC(N(CC1)C(=O)OC(C)(C)C)CO)OCCN(C)C tert-butyl 4-[7-(3-benzyloxy-1-naphthyl)-2-[2-(dimethylamino)ethoxy]-6,8-dihydro-5H-pyrido[3,4-d]pyrimidin-4-yl]-2-(hydroxymethyl)piperazine-1-carboxylate